Gamma-aminobutyric acid hydrochloride Cl.NCCCC(=O)O